N-(1-((R)-1-(5-fluoro-4-methyl-6-((1R,5S)-2-oxo-3-azabicyclo[3.1.0]hexan-3-yl)pyridin-3-yl)ethyl)-1H-pyrazol-4-yl)pyrazine-2-carboxamide FC=1C(=C(C=NC1N1C([C@@H]2C[C@@H]2C1)=O)[C@@H](C)N1N=CC(=C1)NC(=O)C1=NC=CN=C1)C